FC=1C(=CC=2C3=C(C=NC2C1)N(C(C31CC(C1)C)=O)C)C=1C=C(C(=NC1)OCCNC(C)C)NS(=O)(=O)C N-(5-(7'-Fluoro-3,3'-dimethyl-2'-oxo-2',3'-dihydrospiro[cyclobutane-1,1'-pyrrolo[2,3-c]quinolin]-8'-yl)-2-(2-(isopropylamino)ethoxy)pyridin-3-yl)methanesulfonamide